3,9-bis{2-[3-(3-t-butyl-4-hydroxy-5-methylphenyl)propionyloxy]-1,1-dimethylethyl}-2,4,8,10-tetraoxaspiro[5.5]undecane C(C)(C)(C)C=1C=C(C=C(C1O)C)CCC(=O)OCC(C)(C)C1OCC2(CO1)COC(OC2)C(COC(CCC2=CC(=C(C(=C2)C)O)C(C)(C)C)=O)(C)C